C(C1=CC=CC=C1)N(C(CCl)=O)C1=CC=C(OC2=CC=C(OCCOCCOCCCCCCNC(OC(C)(C)C)=O)C=C2)C=C1 tert-Butyl (6-(2-(2-(4-(4-(N-benzyl-2-chloroacetamido) phenoxy)phenoxy)ethoxy)ethoxy)hexyl)carbamate